tert-butyl (2R)-2-(((4aS)-9-(2,6-dioxopiperidin-3-yl)-8-oxo-1,2,4a,5,9,10-hexahydro-8H-pyrazino[1',2':4,5][1,4]oxazino[2,3-f]isoindol-3(4H)-yl)methyl)morpholine-4-carboxylate O=C1NC(CCC1N1CC2=CC3=C(C=C2C1=O)OC[C@H]1N3CCN(C1)C[C@@H]1CN(CCO1)C(=O)OC(C)(C)C)=O